COC1=CC=C(C=C1)C(OC[C@@H]1[C@H]([C@H]([C@@H](O1)N1C(=O)NC(=O)C(=C1)C)OCCOC)O)(C1=CC=CC=C1)C1=CC=C(C=C1)OC 5'-O-[bis(4-methoxyphenyl)phenylmethyl]-2'-O-(2-methoxyethyl)-5-methyluridine